(3-chloropropyl)-4-ethynylbenzamide ClCCCC1=C(C(=O)N)C=CC(=C1)C#C